N[C@H]1CN(CCC1)C(=O)C=1C=C(C=2N(C1)N=C(C2C)C=2N(C1=C(C=CC=C1C2)C2CCN(CC2)C(=O)C2CC(C2)O)CC2CC2)F (R)-(3-Aminopiperidin-1-yl)(2-(1-(cyclopropylmethyl)-7-(1-(3-hydroxycyclobutane-1-carbonyl)piperidin-4-yl)-1H-indol-2-yl)-4-fluoro-3-methylpyrazolo[1,5-a]pyridin-6-yl)methanone